N[C@@H]1C2=CC(=CC=C2CC12CCN(CC2)C2=CC=CC=C2C(=C)C2=NNC=C2)F (S)-6-(1-amino-6-fluoro-1,3-dihydrospiro[indene-2,4'-piperidin]-1'-yl)-3-(1-phenylethenyl)-1H-pyrazole